C(C(=C)C)(=O)OCCC(CCC(CCC(CCC(CCC(CCCl)=O)=O)=O)=O)=O 17-chloro-3,6,9,12,15-pentaoxo-heptadecyl methacrylate